5-(3-cyano-4-methoxyphenyl)oxazole-4-carboxylic acid C(#N)C=1C=C(C=CC1OC)C1=C(N=CO1)C(=O)O